methylaminophenylpropanol CNC(CC)(O)C1=CC=CC=C1